(1S,3S)-3-((6-(5-(((2-isobutyl-2H-tetrazol-5-yl)amino)methyl)-1-methyl-1H-1,2,3-triazol-4-yl)-2-methylpyridin-3-yl)oxy)cyclohexane-1-carboxylic acid C(C(C)C)N1N=C(N=N1)NCC1=C(N=NN1C)C1=CC=C(C(=N1)C)O[C@@H]1C[C@H](CCC1)C(=O)O